(1-(3-(2,3-Dichlorophenyl)-4-(1H-tetrazol-5-yl)-1H-pyrazolo[3,4-d]pyrimidin-6-yl)-4-phenylpiperidin-4-yl)carbamic acid tert-butyl ester C(C)(C)(C)OC(NC1(CCN(CC1)C1=NC(=C2C(=N1)NN=C2C2=C(C(=CC=C2)Cl)Cl)C2=NN=NN2)C2=CC=CC=C2)=O